AcetamidoGlucose C(C)(=O)NC(=O)[C@H](O)[C@@H](O)[C@H](O)[C@H](O)CO